5-chloro-4-(3,3-difluoro-1-piperidinyl)-2-(4-pyridinyl)-1H-pyrimidin-6-one ClC1=C(N=C(NC1=O)C1=CC=NC=C1)N1CC(CCC1)(F)F